methyl 2-(((tert-butyldimethylsilyl) oxy) methyl)-1H-imidazo[1,2-b]pyrazole-6-carboxylate [Si](C)(C)(C(C)(C)C)OCC=1NC=2N(N=C(C2)C(=O)OC)C1